2-chloro-N,N-trimethylethanaminium chloride C[N+](C)(C)CCCl.[Cl-]